C(C(C)C)C1=C(C(=CC(=C1)CC=C)OC)O Isobutyleugenol